BrC=1C=C(C(=C2CCCC12)I)C(=O)OC methyl 7-bromo-4-iodo-2,3-dihydro-1H-indene-5-carboxylate